S1C(=CC=C1)C1=C(N=C(C2=CC=CC=C12)C(=O)[O-])C=1SC=CC1 dithiophenyl-isoquinolinate